tert-Butyl ((6-chloro-1H-pyrazolo[4,3-c]pyridin-3-yl)methyl)(methyl)carbamate ClC1=CC2=C(C=N1)C(=NN2)CN(C(OC(C)(C)C)=O)C